OCCNC(OC1CCC(CC1)C(N(CC12CCC(CC1)(CC2)C2=CC(=C(C=C2)OC)C)C2=NC=CC(=C2)C2=CN=C(S2)C(C)(C)C)=O)=O 4-((4-(2-(tert-Butyl)thiazol-5-yl)pyridin-2-yl)((4-(4-methoxy-3-methylphenyl)bicyclo[2.2.2]octan-1-yl)methyl)carbamoyl)cyclohexyl (2-hydroxyethyl)trans-carbamate